CC(C)(C#CCCC)C.[Co] cobalt (2,2-dimethyl-3-heptayne)